nitrogen chromium manganese nickel [Ni].[Mn].[Cr].[N]